C(C)(C)(C)[Si](OC[C@@H](C)N(C(CN1N=C(C2=CC(=CC=C12)NC(OC(C)(C)C)=O)C(N)=O)=O)CC(=O)NCC1=C(C(=CC=C1)Cl)F)(C)C (R)-tert-butyl (1-(2-((1-((tertbutyldimethylsilyl)oxy)propan-2-yl)(2-((3-chloro-2-fluorobenzyl)amino)-2-oxoethyl)amino)-2-oxoethyl)-3-carbamoyl-1H-indazol-5-yl)carbamate